6-((6-(1H-pyrazol-4-yl)-1H-imidazo[4,5-b]pyrazin-1-yl)methyl)-8-fluoroquinoline N1N=CC(=C1)C1=CN=C2C(=N1)N(C=N2)CC=2C=C1C=CC=NC1=C(C2)F